NCC=1N(C2=CC(=CC=C2C(C1)=O)Br)C(C)C 2-(aminomethyl)-7-bromo-1-isopropylquinolin-4(1H)-one